(R)-1-(2-chlorophenyl)ethyl (5-(5-((tert-butoxycarbonyl)amino)-6-methylpyridin-2-yl)-3-methylisoxazol-4-yl)carbamate C(C)(C)(C)OC(=O)NC=1C=CC(=NC1C)C1=C(C(=NO1)C)NC(O[C@H](C)C1=C(C=CC=C1)Cl)=O